NC=1C=C(C(=C2CCC(C(C12)=O)CC(=O)N)C)F 8-amino-6-fluoro-5-methyl-1-oxo-1,2,3,4-tetrahydronaphthal-2-yl-acetamide